2-chloro-N-methyl-aniline ClC1=C(NC)C=CC=C1